C(C)OCCOCCOC1=CC=C(C=C1)CCC[C@@H](C(=O)[O-])O (2S)-5-{4-[2-(2-ethoxyethoxy) ethoxy] phenyl}-2-hydroxyvalerate